(2R,3R,4S,5R)-2-(6-amino-2-fluoro-9H-purin-9-yl)-4-(benzyloxy)-5-((benzyloxy)methyl)-5-methyltetrahydrofuran-3-ol NC1=C2N=CN(C2=NC(=N1)F)[C@@H]1O[C@]([C@H]([C@H]1O)OCC1=CC=CC=C1)(C)COCC1=CC=CC=C1